(R)-N4-(3-((2,2-difluoroethyl)carbamoyl)-1-methyl-1H-pyrazol-5-yl)-2-methyl-N1-((S)-11-oxo-2,3,10,11-tetrahydro-1H,5H-benzo[d]pyrazolo[1,2-a][1,2]diazepin-10-yl)succinamide FC(CNC(=O)C1=NN(C(=C1)NC(C[C@H](C(=O)N[C@H]1C2=C(CN3N(C1=O)CCC3)C=CC=C2)C)=O)C)F